COC1=C(C=C2C(=NC=NC2=C1)C=1C(=NN(C1)C)C1=CC=CC=C1)[C@@H]1CN(CCO1)C (R)-2-(7-methoxy-4-(1-methyl-3-phenyl-1H-pyrazol-4-yl)quinazolin-6-yl)-4-methylmorpholine